COCCCC Butyl methyl ether